NC1=C(SC2=NC(=CC=C21)C)C(=O)N[C@H]2COC1=C(C2)C(=CC(=C1F)N1[C@H]2CN[C@@H](C1)C2)F 3-amino-N-[(3R)-7-[(1R,4R)-2,5-diazabicyclo[2.2.1]heptan-2-yl]-5,8-difluoro-3,4-dihydro-2H-1-benzopyran-3-yl]-6-methylthieno[2,3-b]pyridine-2-carboxamide